FC1=C(NC=2C(=NC(=C(N2)NC)C=2C3=C(C=NC2)N(C=N3)C)C(=O)N)C=CC(=C1F)CN1CCOCC1 3-[2,3-Difluoro-4-(morpholinomethyl)anilino]-5-(methylamino)-6-(3-methylimidazo[4,5-c]pyridin-7-yl)pyrazin-2-carboxamid